1-(prop-2-en-1-yl)quinoxalin-2(1H)-one C(C=C)N1C(C=NC2=CC=CC=C12)=O